tetramethylethylenediamine disodium salt [Na].[Na].CN(CCN(C)C)C